5,5-dimethyl-1-((2-((4-((1-methylazetidin-3-yl)oxy)phenyl)amino)pyridin-4-yl)methyl)-3-(4-((trifluoromethyl)thio)phenyl)imidazolidine-2,4-dione CC1(C(N(C(N1CC1=CC(=NC=C1)NC1=CC=C(C=C1)OC1CN(C1)C)=O)C1=CC=C(C=C1)SC(F)(F)F)=O)C